N-(3-formamido-4-oxo-6-benzenesulfonyl-4H-7-benzopyranyl)methanesulfonamide sodium salt [Na].C(=O)NC1=COC2=C(C1=O)C=C(C(=C2)NS(=O)(=O)C)S(=O)(=O)C2=CC=CC=C2